N-(4-phenoxyphenylmethyl)formamide tert-Butyl-4-(thiophen-2-yl)piperazine-1-carboxylate C(C)(C)(C)OC(=O)N1CCN(CC1)C=1SC=CC1.O(C1=CC=CC=C1)C1=CC=C(C=C1)CNC=O